Bis(phenyl)propan Methyl-((2-((5-((tert-butoxycarbonyl)(4,4-difluorocyclohexyl)amino)pentyl)oxy)-3-fluoro-4-methylphenyl)sulfonyl)-L-prolinate C[C@@]1(N(CCC1)S(=O)(=O)C1=C(C(=C(C=C1)C)F)OCCCCCN(C1CCC(CC1)(F)F)C(=O)OC(C)(C)C)C(=O)O.C1(=CC=CC=C1)C(C)(C)C1=CC=CC=C1